C1(CCC1)N1CCN(CC1)C1CCN(CC1)C1=C(C=C(C(=C1)OC)NC1=NC=NC(=C1)N1OCC[C@@H]1C1=CC(=CC=C1)OC)NC(C=C)=O N-(2-(4-(4-cyclobutylpiperazine-1-yl)piperidine-1-yl)-4-methoxy-5-((6-((R)-3-(3-methoxyphenyl)isoxazolidine-2-yl)pyrimidine-4-yl)amino)phenyl)acrylamide